ClC1=CC=C(COC2=C(C=C(C=C2)NC2=C(C=3N=C(C=NC3C=C2)N2CCOCC2)C#N)OC)C=C1 6-(4-(4-chlorobenzyloxy)-3-methoxyphenylamino)-3-morpholinoquinoxaline-5-carbonitrile